tert-butyl 4-(((3R,4R)-3-(4-(tert-butoxycarbonyl) phenyl)-1-methylpiperidin-4-yl)methyl)-5,7-dichloro-1H-indole-1-carboxylate C(C)(C)(C)OC(=O)C1=CC=C(C=C1)[C@@H]1CN(CC[C@H]1CC1=C2C=CN(C2=C(C=C1Cl)Cl)C(=O)OC(C)(C)C)C